C(C)S(=O)(=O)C1=NN2C(N=C(C=C2)C2=CC=C(C=C2)OC(C(F)F)(F)F)=C1C1=NC=2C(=NC=C(C2)C(F)(F)F)N1C 2-(2-(ethylsulfonyl)-5-(4-(1,1,2,2-tetrafluoroethoxy)phenyl)pyrazolo[1,5-a]pyrimidin-3-yl)-3-methyl-6-(trifluoromethyl)-3H-imidazo[4,5-b]pyridine